C1(CC1)CC1CN(CCC1)C1CCNCC1 3-(cyclopropylmethyl)-1,4'-bipiperidine